norbornadiene platinum dichloride [Pt](Cl)Cl.C12=CC=C(CC1)C2